C(C)OC1C[C@H](N(CC1)CC1=C2C=CN(C2=C(C=C1OC)C)C(=O)OC(C)(C)C)C1=C(C=C(C=C1)C(=O)OCC)OC tert-butyl 4-(((2S)-4-ethoxy-2-(4-(ethoxycarbonyl)-2-methoxyphenyl) piperidin-1-yl)methyl)-5-methoxy-7-methyl-1H-indole-1-carboxylate